C(C1=CC=CC=C1)[N+]=1N=C(N(C1)C1=CC=CC=C1)C=CC1=CC=CC=C1 1-benzyl-4-phenyl-3-styryl-4H-(1,2,4)triazol-1-ium